ClC1=NC(=CC=C1C(=O)NS(=O)(=O)C1=CC=CC(=N1)NCCC1CC(N(C1)C(=O)OC(C)(C)C)(C)C)N1N=C(C=C1)OCCC(C1CC1)C1CC1 tert-Butyl 4-[2-[[6-[[2-chloro-6-[3-(3,3-dicyclopropylpropoxy)pyrazol-1-yl]pyridine-3-carbonyl]sulfamoyl]-2-pyridyl]amino]ethyl]-2,2-dimethyl-pyrrolidine-1-carboxylate